CN1C2=C(C=C1C(=O)C1=CN(C3=CC=CC=C13)CCOC1=C(OCC3CN(CC3)C(=O)OC(C)(C)C)C=CC=C1)SC=C2 tert-Butyl 3-[[2-[2-[3-(4-methylthieno[3,2-b]pyrrole-5-carbonyl)indol-1-yl]ethoxy]phenoxy]methyl]pyrrolidine-1-carboxylate